OCCNC(=O)NC=1SC=C(N1)[C@@](C)(C#C)C1=CC=C(C=C1)OC (S)-1-(2-hydroxyethyl)-3-(4-(2-(4-methoxyphenyl)but-3-yn-2-yl)thiazol-2-yl)urea